F[C@H]1[C@H](C(CN(C1)C1=NC=CC(=N1)NC=1N=CC2=C(C=CC(=C2C1)F)N1[C@@H]([C@H](C1)CS(=O)(=O)C)C)(C)C)O (4S,5R)-5-fluoro-1-[4-({5-fluoro-8-[(2R,3S)-3-(methanesulfonyl-methyl)-2-methylazetidin-1-yl]isoquinolin-3-yl}amino)pyrimidin-2-yl]-3,3-dimethyl-piperidin-4-ol